fluoro[1,1'-biphenyl]-4-nitrile FC1=C(C=CC(=C1)C#N)C1=CC=CC=C1